C(C)(C)(C)C1=NC(=NO1)C(=O)NCC1=C(C(=C(C=C1)C1=CC(=NC=C1)NC(=O)C1CC1)F)C 5-(tert-butyl)-N-(4-(2-(cyclopropanecarboxamido)pyridin-4-yl)-3-fluoro-2-methylbenzyl)-1,2,4-oxadiazole-3-carboxamide